FC1=CC=C(C=C1)NC(=O)C1(CC1)C(=O)NC1=CC=C(C=C1)OC1=CC=NC2=CC=C(C=C12)S(N)(=O)=O 1-N'-(4-fluorophenyl)-1-N-[4-(6-sulfamoylquinolin-4-yl)oxyphenyl]Cyclopropane-1,1-dicarboxamide